CC1=C(C(=NO1)C1=CC=CC=C1)C(=O)Cl 5-methyl-3-phenyl-isoxazole-4-carbonyl chloride